BrC1=CC=CC(=N1)NC(=O)C1N(CCC1)C(=O)[O-] 2-((6-bromopyridin-2-yl)carbamoyl)pyrrolidine-1-carboxylate